1-[5-isobutyl-2-(2H-tetrazol-5-yl)phenyl]-4-[(3-methylimidazol-4-yl)methyl]piperazine C(C(C)C)C=1C=CC(=C(C1)N1CCN(CC1)CC=1N(C=NC1)C)C=1N=NNN1